CN1N=C(C=C1C)C=1C(=NC2=C(C=C(C=C2C1C)CC)F)N1CCC(CC1)N[C@@H]1[C@@H](COCC1)F 1-(3-(1,5-dimethyl-1H-pyrazol-3-yl)-6-ethyl-8-fluoro-4-methylquinolin-2-yl)-N-((3S,4S)-3-fluorotetrahydro-2H-pyran-4-yl)piperidin-4-amine